1-benzyl-3-methyl-1,4-dihydropyridine C(C1=CC=CC=C1)N1C=C(CC=C1)C